P(OCCCCCCCC)(OCCCCCCCC)O (dioctyl) (hydrogen) phosphite